O=C1C2=CC=CC=C2C(C=2C=CC=C(C12)NCCOCCOCCOC(C(=C)C)=O)=O.C(C=CCCCC)=O 4Z-Heptenal 2-(2-(2-((9,10-dioxo-9,10-dihydroanthracen-1-yl)amino)ethoxy)ethoxy)ethyl-methacrylate